1,3-dichloroimidazolidine-2,4-dione ClN1C(N(C(C1)=O)Cl)=O